N-(3-(6-amino-5-(((2S,4R)-1-(but-2-ynoyl)-4-methoxypyrrolidin-2-yl)methoxy)pyrimidin-4-yl)-5-fluoro-2-methylphenyl)-4-cyclopropyl-2-fluorobenzamide NC1=C(C(=NC=N1)C=1C(=C(C=C(C1)F)NC(C1=C(C=C(C=C1)C1CC1)F)=O)C)OC[C@H]1N(C[C@@H](C1)OC)C(C#CC)=O